(S)-5-(2-amino-[1,2,4]triazolo[1,5-a]pyridin-7-yl)-N-(5,6-difluoro-2,3-dihydro-1H-indene-1-yl)-1-methyl-1H-indole-3-carboxamide NC1=NN2C(C=C(C=C2)C=2C=C3C(=CN(C3=CC2)C)C(=O)N[C@H]2CCC3=CC(=C(C=C23)F)F)=N1